O=C1NC(CCC1N1C(C2=CC=CC(=C2C1=O)NCCOCCOCCOCCNC(OC(C)(C)C)=O)=O)=O tert-butyl N-[2-[2-[2-[2-[[2-(2,6-dioxo-3-piperidyl)-1,3-dioxo-isoindolin-4-yl]amino]ethoxy]ethoxy]ethoxy]ethyl]carbamate